C(C1=CC=CC=C1)(C1=CC=CC=C1)(C1=CC=CC=C1)S(=O)(=O)N tritylsulfonamide